4-[2-(4-chlorothiazol-5-yl)-3-(hydroxymethyl)phenyl]-2-fluoro-benzonitrile ClC=1N=CSC1C1=C(C=CC=C1CO)C1=CC(=C(C#N)C=C1)F